(3aR,7aR)-1-(7,8-dihydrofuro[3,2-e][1,3]benzothiazol-2-yl)hexahydropyrano[3,4-d]imidazol-2(3H)-one N1=C(SC2=C1C1=C(C=C2)OCC1)N1C(N[C@@H]2[C@H]1CCOC2)=O